N1CC(C1)N1C(N(C2=C1C=CC=C2)C2=CC=C(C=C2)C(F)(F)F)=N 1-(azetidin-3-yl)-3-(4-(trifluoromethyl)phenyl)-1,3-dihydro-2H-benzo[d]imidazol-2-imine